2-cyclopropyl-8-azaspiro[4.5]dec-2-ene-8-carboxylate C1(CC1)C=1CC2(CC1)CCN(CC2)C(=O)[O-]